F[C@H]1CN(CC[C@H]1NC=1C=2N(C=CN1)C(=C(C2)C#CCNC2=C(C=CC(=C2)C(NC)=O)OC([2H])([2H])[2H])SC(F)(F)F)C(=O)OC(C)(C)C tert-butyl (3S,4R)-3-fluoro-4-((7-(3-((2-(methoxy-d3)-5-(methylcarbamoyl)phenyl)amino)prop-1-yn-1-yl)-6-((trifluoromethyl)thio)pyrrolo[1,2-a]pyrazin-1-yl)amino)piperidine-1-carboxylate